6-fluoro-8-methoxy-1,4-dihydro-4-oxo-3-quinolinecarboxylic acid FC=1C=C2C(C(=CNC2=C(C1)OC)C(=O)O)=O